C(CCCCC=CC)[Si](OCC)(OCC)OCC 6-octenyltriethoxysilane